trans-tert-butyl (((1r,4r)-4-(4-(4-((2,6-dioxopiperidin-3-yl)amino)-2-fluorophenyl)piperazin-1-yl)cyclohexyl)methyl)carbamate O=C1NC(CCC1NC1=CC(=C(C=C1)N1CCN(CC1)[C@@H]1CC[C@H](CC1)CNC(OC(C)(C)C)=O)F)=O